[Cl-].C[N+]1(CC(CC(C1)=C)=C)C N,N-dimethyl-3,5-dimethylenepiperidinium chloride